C(CCCCCCC)OC=1C=CC=CC1OCCCCCCCC 3,4-dioctyloxybenzene